S1C=NC2=C1C=C(C=C2)OC=2N=NNC2 4-(benzo[d]thiazol-6-yloxy)-1H-1,2,3-triazole